C(C)C1(COC(COC(CO1)(C)CC)(C)CC)C 3,6,9-triethyl-3,6,9-trimethyl-1,4,7-trioxonane